C(C)(C)(C)OC(=O)NC12CCC(C1)(C2)C(=O)O 4-([(tert-Butoxy)carbonyl]amino)bicyclo[2.1.1]hexane-1-carboxylic acid